O(O)C(CCCCCCCC=CC=CC=CC=CC(=O)O)CCC 17-hydroperoxy-eicosatetraenoic acid